C(C)N1CCC(CC1)CCC1CCN(CC1)CC 1-ethyl-4-[2-(1-ethyl-4-piperidyl)ethyl]piperidine